ethandioic acid C(C(=O)O)(=O)O